CNCCC#N N-methyl-β-alaninenitrile